(4-bromothiazol-2-yl)(2-fluoropyridin-3-yl)methanone BrC=1N=C(SC1)C(=O)C=1C(=NC=CC1)F